4,6-dichloro-5-nitro-2-(propylthio)pyrimidine ClC1=NC(=NC(=C1[N+](=O)[O-])Cl)SCCC